2-(2-amino-6-((4-aminophenyl)amino)-9H-purin-9-yl)-N-(1-isopropyl-3-methyl-1H-pyrazol-5-yl)acetamide NC1=NC(=C2N=CN(C2=N1)CC(=O)NC1=CC(=NN1C(C)C)C)NC1=CC=C(C=C1)N